O=C1NC(CCC1N1CCC2=C(C=CC=C12)C1CCN(CC1)C(=O)OC(C)(C)C)=O tert-butyl 4-[1-(2,6-dioxo-3-piperidyl) indolin-4-yl]piperidine-1-carboxylate